(R)-N-((S)-1-(6,7-difluoro-2-methyl-1-oxo-1,2-dihydroisoquinolin-4-yl)ethyl)-N-methylindoline-2-carboxamide FC=1C=C2C(=CN(C(C2=CC1F)=O)C)[C@H](C)N(C(=O)[C@@H]1NC2=CC=CC=C2C1)C